FC(CN(C)C)(C1=CC=C(C=C1)N1N=C(C=C1)[N+](=O)[O-])F 2,2-difluoro-N,N-dimethyl-2-[4-(3-nitropyrazol-1-yl)phenyl]ethanamine